C(C)(C)(C)OC(NC(CN1CCC(CC1)N1N=CC(=C1C)Br)(C)C)=O N-[2-[4-(4-bromo-5-methyl-pyrazol-1-yl)-1-piperidinyl]-1,1-dimethyl-ethyl]carbamic acid tert-butyl ester